CC1=C(C=CC=C1)C1=CC=C(C=C1)C 2,4'-dimethylbiphenyl